1-(4-chlorobenzyl)-3-(4-(hydroxymethyl)phenyl)urea ClC1=CC=C(CNC(=O)NC2=CC=C(C=C2)CO)C=C1